C(C)(C)(C)NC=1N=C(C=C2CC(CNC12)C(F)(F)F)C(CCCC)O 1-[8-(tert-butylamino)-3-(trifluoromethyl)-1,2,3,4-tetrahydro-1,7-naphthyridin-6-yl]pentan-1-ol